FC([C@@H]1CN(CC1)C1=NC=CC(=C1)OC1=CC(=C(C=C1)NC1=NC=NC2=CC(=C(C=C12)NC1CCN(CC1)C(C=C)=O)OC)F)F (S)-1-(4-((4-((4-((2-(3-(difluoromethyl)pyrrolidin-1-yl)pyridin-4-yl)oxy)-2-fluorophenyl)amino)-7-methoxyquinazolin-6-yl)amino)piperidin-1-yl)prop-2-en-1-one